2,5-Dioxopyrrolidin-1-yl 2-(2-(((benzyloxy)carbonyl)amino)acetamido)acetate C(C1=CC=CC=C1)OC(=O)NCC(=O)NCC(=O)ON1C(CCC1=O)=O